COC1=CC(=CC=2C=C(OC21)CN)C2=CC=C(C=C2)S(=O)(=O)N2CCOCC2 (7-methoxy-5-(4-(morpholinosulfonyl)phenyl)benzofuran-2-yl)methylamine